4-methyl-N-(2-[[(2S)-2-methylpyrrolidin-1-yl]methyl]-1H-pyrrolo[3,2-c]pyridin-6-yl)-3-oxo-2H-1,4-benzoxazine-7-carboxamide CN1C(COC2=C1C=CC(=C2)C(=O)NC2=CC1=C(C=N2)C=C(N1)CN1[C@H](CCC1)C)=O